(S)-4-(4-cyclopropylpyrazolo[1,5-a]pyridin-2-yl)-5-(pyrimidin-2-yl)-4,5,6,7-tetrahydro-1H-imidazo[4,5-c]pyridine C1(CC1)C=1C=2N(C=CC1)N=C(C2)[C@H]2N(CCC1=C2N=CN1)C1=NC=CC=N1